N1CC(C1)C1=CC=C(C=C1)C1=CC=C2CN(C(C2=C1)=O)C(C1=C(C=CC(=C1)F)OCOC)C1=NC2=C(N1)C=CC=C2 6-[4-(azetidin-3-yl)phenyl]-2-[1H-benzimidazol-2-yl-[5-fluoro-2-(methoxymethoxy)phenyl]methyl]isoindolin-1-one